BrC1=C(C=CC(=C1)Cl)N1N=CC=C1C(=O)OCC ethyl 1-(2-bromo-4-chlorophenyl)-1H-pyrazole-5-carboxylate